C(C)N1NN(C2=C1C=CC=C2Br)CC 1,3-diethyl-bromobenzotriazole